3-Phenyl-5-(piperidin-4-ylmethyl)-1,2,4-oxadiazole C1(=CC=CC=C1)C1=NOC(=N1)CC1CCNCC1